4-(2-pyridinyl)-aniline N1=C(C=CC=C1)C1=CC=C(N)C=C1